C(C)[NH+](CC)CC1=C(N=C2N1C=CC=C2)C2=CC=CC=C2 N-ethyl-N-((2-phenylimidazo[1,2-a]pyridin-3-yl)methyl)ethanaminium